6-[2-(2-Cyano-naphthalen-1-yl)-ethylamino]-pyrimidin-4-yl-2-ethoxy-benzoic acid C(#N)C1=C(C2=CC=CC=C2C=C1)CCNC1=CC(=NC=N1)C=1C(=C(C(=O)O)C=CC1)OCC